di(undecanoyl triacontanoyl) peroxide C(CCCCCCCCCC)(=O)C(C(=O)OOC(C(CCCCCCCCCCCCCCCCCCCCCCCCCCCC)C(CCCCCCCCCC)=O)=O)CCCCCCCCCCCCCCCCCCCCCCCCCCCC